tert-butyl 4-[4-[3-[3-[[ethyl(methyl)sulfamoyl]amino]-2,6-difluoro-benzoyl]-1-trityl-pyrrolo[2,3-b]pyridin-5-yl]-2,5-difluoro-phenyl]piperazine-1-carboxylate C(C)N(S(=O)(=O)NC=1C(=C(C(=O)C2=CN(C3=NC=C(C=C32)C3=CC(=C(C=C3F)N3CCN(CC3)C(=O)OC(C)(C)C)F)C(C3=CC=CC=C3)(C3=CC=CC=C3)C3=CC=CC=C3)C(=CC1)F)F)C